2-(6-Amino-3-azabicyclo[3.1.0]hexane-3-yl)-5-(4-chloro-2-methyl-2H-indazol-5-yl)-3-methyl-3,7-dihydro-4H-pyrrolo[2,3-d]pyrimidin-4-one NC1C2CN(CC12)C=1N(C(C2=C(N1)NC=C2C2=C(C1=CN(N=C1C=C2)C)Cl)=O)C